4,4-bis(N,N'-dimethylamino)benzophenone CN(C)C1(CC=C(C(=O)C2=CC=CC=C2)C=C1)N(C)C